tert-butyl (1-(benzo[c]isothiazol-3-yl)piperidin-4-yl)carbamate N=1SC(=C2C1C=CC=C2)N2CCC(CC2)NC(OC(C)(C)C)=O